1-((6-(methylcarbamoyl)pyridin-3-yl)carbamoyl)-6-azaspiro[2.5]octane-6-carboxylate CNC(=O)C1=CC=C(C=N1)NC(=O)C1CC12CCN(CC2)C(=O)[O-]